N[C@H](C(=O)N1[C@@H](C[C@H](C1)O)C(=O)NCC1=CC=C(C=C1)C1=C(N=CS1)C)C(C)(C)C (2S,4R)-1-((S)-2-amino-3,3-dimethylbutyryl)-4-Hydroxy-N-(4-(4-methylthiazol-5-yl)benzyl)pyrrolidine-2-carboxamide